ClC1=C(C=C2C=C(CN(C2=N1)C=1C(=NC=CC1C)C(C)C)[N+](=O)[O-])F 7-Chloro-6-fluoro-1-(2-isopropyl-4-methylpyridin-3-yl)-3-nitro-1,8-naphthyridine